3-{[Dimethyl(phenyl)silyl]methyl}-N-(quinolin-8-yl)hexanamide C[Si](C1=CC=CC=C1)(C)CC(CC(=O)NC=1C=CC=C2C=CC=NC12)CCC